CC(CC1=C(C=C(C=C1)NC([C@@H](C1=CC=C(C=C1)COC)NC(=O)[C@@H]1CNC(C1)=O)=O)F)(C)C (3S)-N-((1R)-2-((4-(2,2-dimethylpropyl)-3-fluorophenyl)amino)-1-(4-(methoxymethyl)phenyl)-2-oxoethyl)-5-oxopyrrolidine-3-carboxamide